C(C1CO1)OCCC[SiH3] 3-(2,3-epoxypropoxy)propyl-silane